C(C)OCC=1C=CC=C(C1C1=CC=CC=C1)S(=O)(=O)N 6-(ethoxymethyl)-[1,1'-biphenyl]-2-sulfonamide